C(CCCCCCCCC\C=C/CCCCCCCC)=O (Z)-11-eicosenal